6-bromooctanoic acid BrC(CCCCC(=O)O)CC